tert-Butyl (3-((3-((6-(4H-1,2,4-triazol-4-yl)-1H-indazol-4-yl)oxy)propyl)amino)-3-oxopropyl)(3-chloro-4-(trifluoromethoxy)benzyl)carbamate N=1N=CN(C1)C1=CC(=C2C=NNC2=C1)OCCCNC(CCN(C(OC(C)(C)C)=O)CC1=CC(=C(C=C1)OC(F)(F)F)Cl)=O